(S)-8-(4-cyanophenyl)-N-(1-(pyridin-2-yl)ethyl)quinoline-3-carboxamide C(#N)C1=CC=C(C=C1)C=1C=CC=C2C=C(C=NC12)C(=O)N[C@@H](C)C1=NC=CC=C1